C(C)(C)(C)OC(=O)N1C[C@H](CC1)[C@@H](C(=O)OC(C)(C)C)CC1=CC(=CC=C1)CN(C1=CC(=CC=C1)OC)C (3R)-3-[(1S)-2-tert-butoxy-1-[[3-[(3-methoxy-N-methyl-anilino)methyl]phenyl]methyl]-2-oxoethyl]pyrrolidine-1-carboxylic acid tert-butyl ester